N-(4-(4-amino-5-(4-(3-(dimethylamino)cyclobutoxy)phenyl)pyrazolo[5,1-f][1,2,4]triazin-6-yl)phenyl)acrylamide NC1=NC=NN2C1=C(C(=N2)C2=CC=C(C=C2)NC(C=C)=O)C2=CC=C(C=C2)OC2CC(C2)N(C)C